C(CCCCCC\C=C/CCCCCCCC)C1(C=NC(N1CCCN1CCCC1)C(=O)OCC)CCCCCCC\C=C/CCCCCCCC ethyl 5,5-di((Z)-heptadec-8-en-1-yl)-1-(3-(pyrrolidin-1-yl)propyl)-2,5-dihydro-1H-imidazole-2-carboxylate